8-fluoro-2-methoxy-7-(8-methylnaphthalen-1-yl)pyrido[4,3-d]pyrimidine FC1=C(N=CC2=C1N=C(N=C2)OC)C2=CC=CC1=CC=CC(=C21)C